1-amino-3,5-dimethoxypyridin-1-ium diphenylphosphinate C1(=CC=CC=C1)P([O-])(=O)C1=CC=CC=C1.N[N+]1=CC(=CC(=C1)OC)OC